ClCC(CS(=O)(=O)[O-])O 3-chloro-2-hydroxy-1-propanesulfonate